CC1=CC[C@@H](C=C1)[C@H](C)CCC=C(C)C The molecule is a sesquiterpene that is 2-methylcyclohexa-1,3-diene in which a hydrogen at the 5 position is substituted (R configuration) by a 6-methyl-hept-5-en-2-yl group (R configuration). 7-Epizingiberene is a specific sesquiterpene with toxic and repellent properties that is produced and stored in glandular trichomes. It has a role as an insect repellent and a semiochemical. It is a sesquiterpene and a cycloalkene.